ClC1=CC(=C2C(=N1)C=CS2)Cl 5,7-dichloro-thieno[3,2-b]pyridine